acrylamidopropyl-bis(trimethylsiloxy)-methylsilane C(C=C)(=O)NCCC[Si](C)(O[Si](C)(C)C)O[Si](C)(C)C